1-Methyl (1S,3S)-3-((tert-butoxycarbonyl)amino)cyclopentane-1-carboxylate C(C)(C)(C)OC(=O)N[C@@H]1C[C@H](CC1)C(=O)OC